cesium formate salt C(=O)[O-].[Cs+]